FC1=CC(=C(CNC2=CC=C3C(=N2)CN(C3=O)CCNC(C)=O)C=C1)OC N-(2-(2-((4-fluoro-2-methoxybenzyl)amino)-5-oxo-5,7-dihydro-6H-pyrrolo[3,4-b]pyridin-6-yl)ethyl)acetamide